CN(CCNC(=O)C1=NC2=CC=CC=C2N=C1NC1=CC=C(C=C1)OC)C N-(2-(Dimethylamino)ethyl)-3-((4-methoxyphenyl)amino)quinoxaline-2-carboxamide